CN1N=C(C(=C1)C(=O)NC(NC1=C(C=CC=C1)C1=CC(=C(C(=C1)F)F)F)=O)C 1,3-dimethyl-N-((3',4',5'-trifluoro-[1,1'-biphenyl]-2-yl)carbamoyl)-1H-pyrazole-4-carboxamide